ClC1=C(C=C(C=C1)N(C(=O)C1NC2=CC(=CC=C2C1)OC)C)C N-(4-Chloro-3-methylphenyl)-6-methoxy-N-methyl-2,3-dihydro-1H-indole-2-carboxamide